FC=1C(=NC=NC1)N1CCCC1 5-fluoro-4-(pyrrolidin-1-yl)pyrimidin